N1(C=NC=C1)CC1=CC(=C2CCN(C(C2=C1)=O)C1=CC=NC2=CC=C(N=C12)OC)C=1C(=NN(C1)C)C(F)(F)F 7-((1H-Imidazol-1-yl)methyl)-2-(6-methoxy-1,5-naphthyridin-4-yl)-5-(1-methyl-3-(trifluoromethyl)-1H-pyrazol-4-yl)-3,4-dihydroisoquinolin-1(2H)-one